(S)-2-(2-(3-(3-chloropyridin-2-yloxy)pyrrolidin-1-yl)-5-(2-ethylphenylthio)phenyl)ethanol ClC=1C(=NC=CC1)O[C@@H]1CN(CC1)C1=C(C=C(C=C1)SC1=C(C=CC=C1)CC)CCO